oleyltrimethyl-ammonium C(CCCCCCC\C=C/CCCCCCCC)[N+](C)(C)C